2-amino-8-(25-chloro-4,7,10,13,16,19-hexaoxapentacos-1-yn-1-yl)-9-(4-fluorobenzyl)-1,9-dihydro-6H-purin-6-one NC=1NC(C=2N=C(N(C2N1)CC1=CC=C(C=C1)F)C#CCOCCOCCOCCOCCOCCOCCCCCCCl)=O